phenyl-(methylfluorophenyl)pyridine C1(=CC=CC=C1)C=1C(=NC=CC1)C1=C(C(=CC=C1)C)F